N-(5-(1-(4-(trifluoromethyl)phenyl)-1H-pyrazol-3-yl)-1H-indol-3-yl)propionamide FC(C1=CC=C(C=C1)N1N=C(C=C1)C=1C=C2C(=CNC2=CC1)NC(CC)=O)(F)F